tert-butyl 2-(2-(4-fluoro-2-(2-methoxyethoxy)phenyl)-5-(1-methyl-1H-pyrazol-4-yl)pyridin-3-yl)-6,7-dihydropyrazolo[1,5-a]pyrazine-5(4H)-carboxylate FC1=CC(=C(C=C1)C1=NC=C(C=C1C1=NN2C(CN(CC2)C(=O)OC(C)(C)C)=C1)C=1C=NN(C1)C)OCCOC